2,6-di-tert-butyl-4-methylphenyl-lauryl-pentaerythritol diphosphite OP(O)OP(O)O.C(C)(C)(C)C1=C(C(=CC(=C1)C)C(C)(C)C)C(O)(C(CO)(CO)CO)CCCCCCCCCCCC